C1=C(C=CC=2SC3=C(C21)C=CC=C3)C3=CC=C(NC2=CC=CC=C2)C=C3 4-(dibenzo[b,d]thiophen-2-yl)-N-phenylaniline